(S)-(4-(4,6-difluorobenzo[d]oxazol-2-yl)-6,7-dihydro-1H-imidazo[4,5-c]pyridin-5(4H)-yl)(5-(1-methyl-1H-pyrazol-4-yl)-1,3,4-oxadiazol-2-yl)methanone FC1=CC(=CC2=C1N=C(O2)[C@H]2N(CCC1=C2N=CN1)C(=O)C=1OC(=NN1)C=1C=NN(C1)C)F